(S)-3-(4-(chroman-8-yl)naphthalen-1-yl)-2-(2,6-difluorobenzoylamino)propionic acid O1CCCC2=CC=CC(=C12)C1=CC=C(C2=CC=CC=C12)C[C@@H](C(=O)O)NC(C1=C(C=CC=C1F)F)=O